N-(4-amino-2-methoxyphenyl)-5-methylpyrazine-2-carboxamide NC1=CC(=C(C=C1)NC(=O)C1=NC=C(N=C1)C)OC